(R)-1-(3-(4-((3,4-dichloro-2-fluorophenyl)amino)-7-((tetrahydrofuran-3-yl)oxy)quinazolin-6-yl)azetidin-1-yl)prop-2-en-1-one ClC=1C(=C(C=CC1Cl)NC1=NC=NC2=CC(=C(C=C12)C1CN(C1)C(C=C)=O)O[C@H]1COCC1)F